CC=1C2=C(N=CN1)N(C(=C2)C=2C(=NC=CC2C)C)C 3-{4,7-dimethyl-7H-pyrrolo[2,3-d]Pyrimidin-6-yl}-2,4-dimethylpyridine